Cl.Cl.N1N=CC(=C1)C1=CC=CC2=C1N(C=N2)CCC[C@H]2NCCC[C@@H]2O (2R,3S)-2-(3-(7-(1H-pyrazol-4-yl)-1H-benzo[d]imidazol-1-yl)propyl)piperidin-3-ol dihydrochloride